N1(N=CC=C1)C1=CC=C2C(=CC=NC2=C1)S 7-(1H-pyrazol-1-yl)quinoline-4-thiol